{trans-3-(4-{[4-[(3-hydroxyazetidin-1-yl)methyl]-6-(trifluoromethyl)-pyridin-2-yl]oxy}-piperidin-1-yl)-1-[4-(7H-pyrrolo-[2,3-d]pyrimidin-4-yl)-1H-pyrazol-1-yl]cyclobutyl}-acetonitrile OC1CN(C1)CC1=CC(=NC(=C1)C(F)(F)F)OC1CCN(CC1)C1CC(C1)(N1N=CC(=C1)C=1C2=C(N=CN1)NC=C2)CC#N